(2S,3R)-2-({5-[(2-fluorophenyl)methoxy]-2-methylfuro[2,3-c]pyridin-3-yl}formamido)-3-hydroxybutanamide FC1=C(C=CC=C1)COC=1C=C2C(=CN1)OC(=C2C(=O)N[C@H](C(=O)N)[C@@H](C)O)C